ClC=1C(=NC=CC1)CN1N=C(C=C1C1=CC(=CC=C1)OC)CO (1-[(3-chloropyridin-2-yl)methyl]-5-(3-methoxy-phenyl)-1H-pyrazol-3-yl)methanol